N,N-dimethyl-3-aminopropyltriethoxysilane CN(CCC[Si](OCC)(OCC)OCC)C